(7-(4-(4-(benzo[b]thiophen-4-yl)piperazin-1-yl)butoxy)quinolin-2-yloxy)methyl dipropylcarbamate C(CC)N(C(OCOC1=NC2=CC(=CC=C2C=C1)OCCCCN1CCN(CC1)C1=CC=CC=2SC=CC21)=O)CCC